6-(4-methoxyphenyl)indolo[1,2-a]quinoxaline COC1=CC=C(C=C1)C=1C=2N(C=3C=CC=CC3N1)C1=CC=CC=C1C2